CSC=1N=CC2=C(N1)N1C(C(=C2)OC2=CC=C(C=C2)[N+](=O)[O-])=NCC1 2-(methylthio)-6-(4-nitrophenoxy)-8,9-dihydroimidazo[1',2':1,6]pyrido[2,3-d]pyrimidine